(S)-5-(4-(2-aminopyridin-4-yl)-3-(trifluoromethyl)phenyl)-6-(methyl-d3)-3,6-dihydro-2H-1,3,4-oxadiazin-2-one-6-d NC1=NC=CC(=C1)C1=C(C=C(C=C1)C1=NNC(O[C@@]1([2H])C([2H])([2H])[2H])=O)C(F)(F)F